4-(4-((4-Methoxyphenyl)sulfonyl)-3,4-dihydro-2H-pyrido[4,3-b][1,4]oxazin-8-yl)benzonitrile COC1=CC=C(C=C1)S(=O)(=O)N1C2=C(OCC1)C(=CN=C2)C2=CC=C(C#N)C=C2